NCC1=NNC(C2=CC(=C(C=C12)C=1C=NN(C1C1=C(C#N)C=CC=C1)C)C1OCCC1)=O 2-(4-(4-(aminomethyl)-1-oxo-7-(tetrahydrofuran-2-yl)-1,2-dihydrophthalazin-6-yl)-1-methyl-1H-pyrazol-5-yl)benzonitrile